1-(4-((4-(4-(3-chlorophenyl)piperazin-1-yl)-7-methoxyquinazolin-6-yl)oxy)piperidin-1-yl)prop-2-en-1-one ClC=1C=C(C=CC1)N1CCN(CC1)C1=NC=NC2=CC(=C(C=C12)OC1CCN(CC1)C(C=C)=O)OC